1-methyl-3-vinylimidazol-1-ium methyl-sulfate COS(=O)(=O)[O-].C[N+]1=CN(C=C1)C=C